ClC1=C(CS(=O)(=O)N2CCC(CC2)NC2=CC(=CC=C2)B2OC(C(O2)(C)C)(C)C)C=CC=C1 1-[(2-chlorobenzyl)sulfonyl]-N-[3-(4,4,5,5-tetramethyl-1,3,2-dioxaborolan-2-yl)phenyl]piperidin-4-amine